CN1C=NC2=C(C1=O)NC=N2 The molecule is a methylhypoxanthine that is hypoxanthine with the methyl group at position 1. It has a role as a human urinary metabolite and a rat metabolite.